C(C1=CC=CC=C1)NC(N(C1=NC=C(C=C1)C=1C=NN(C1)C)[C@@H]1CC[C@H](CC1)NC1=NC=C(C(=N1)N1CCC2(CC(=NO2)C)CC1)C#N)=O 3-benzyl-1-(trans-4-((5-cyano-4-(3-methyl-1-oxa-2,8-diazaspiro[4.5]deca-2-en-8-yl)pyrimidin-2-yl)amino)-cyclohexyl)-1-(5-(1-methyl-1H-pyrazol-4-yl)pyridin-2-yl)urea